N-(2-Methoxy-6-(2-methoxypyrimidin-5-yl)pyridin-3-yl)-5-methyl-3-phenyl-isoxazole-4-carboxamide COC1=NC(=CC=C1NC(=O)C=1C(=NOC1C)C1=CC=CC=C1)C=1C=NC(=NC1)OC